CC(CCCCCC)N(C(CCCCC)=O)C(CCCCCC)C N,N-bis(1-methylheptyl)hexanamide